NC1=C2C(=NC=N1)N(N=C2C2=CC=C(CNC(C1=C(C=CC(=C1)F)OC)=O)C=C2)[C@@H]2CC[C@H](CC2)CO trans-N-(4-(4-amino-1-((1R,4R)-4-(hydroxymethyl)cyclohexyl)-1H-pyrazolo[3,4-d]pyrimidin-3-yl)benzyl)-5-fluoro-2-methoxybenzamide